(R)-2-((1-(2-(3,3-difluoroazetidin-1-yl)-3,7-dimethyl-4-oxo-4H-pyrido[1,2-a]pyrimidin-9-yl)ethyl)amino)benzoic acid FC1(CN(C1)C=1N=C2N(C(C1C)=O)C=C(C=C2[C@@H](C)NC2=C(C(=O)O)C=CC=C2)C)F